CC=1CC2=CC(=C(C(=C2C1)C1=CC(=CC(=C1)C)C)OC)C(C)(C)C 2-methyl-4-(3',5'-dimethylphenyl)-5-methoxy-6-tert-butylindene